ClC=1C=C2C(=NC(=NC2=C(C1C1=CC(=CC2=CC=CC=C12)O)F)N1CC(C1)N(C)C)P1(CCN(CC1)CC1=C(C=C(C=C1)OC)OC)=O (R or S)-4-(6-chloro-2-(3-(dimethylamino)azetidin-1-yl)-8-fluoro-7-(3-hydroxynaphthalen-1-yl)quinazolin-4-yl)-1-(2,4-dimethoxybenzyl)-1,4-azaphosphinane-4-oxide